6-[5-[(1S)-1-aminoethyl]-1,2,4-triazol-1-yl]pyrimidine-4-carboxamide hydrochloride Cl.N[C@@H](C)C1=NC=NN1C1=CC(=NC=N1)C(=O)N